ClC1=CC=2[C@](C3=CC=CC=C3C2C=C1)(C(=O)N1[C@@H]2CC([C@H]([C@H]1C(=O)N[C@H](C[C@@H]1C(NCCC1)=O)C#N)CC2)(F)F)O (1S,3S,4S)-2-((R)-2-chloro-9-hydroxy-9H-fluorene-9-carbonyl)-N-((R)-1-cyano-2-((R)-2-oxopiperidin-3-yl)ethyl)-5,5-difluoro-2-azabicyclo[2.2.2]octane-3-carboxamide